C(=CC)C1(OCCO1)C=CC 2,2-dipropenyl-1,3-dioxolane